[Mo].[Ni] Nickel molybdenum salt